ClC1=CC=C(C=N1)C[N+]1=C2N(C(C(=C1)C1=CN(C3=CC=CC=C13)CC)=O)C=CC=C2 1-((6-chloropyridin-3-yl)methyl)-3-(1-ethyl-1H-indol-3-yl)-4-oxo-4H-pyrido[1,2-a]pyrimidinium